C1(=CC=C(C=C1)C1=CC(=NC(=C1)C1=CC(=CC=C1)B1OC(C(O1)(C)C)(C)C)C1=CC=CC=C1)C1=CC=CC=C1 4-([1,1'-biphenyl]-4-yl)-2-phenyl-6-(3-(4,4,5,5-tetramethyl-1,3,2-dioxaborolan-2-yl)phenyl)pyridine